ClC1=CC=C2C(=C1)NC(C21N(C(C=2N=C(N(C21)C(C)C)C=2C(=NC(=NC2)OCCF)OC)=O)C2=C(C=CC(=C2)Cl)C)=O 6-chloro-5'-(5-chloro-2-methylphenyl)-2'-(2-(2-fluoroethoxy)-4-methoxypyrimidin-5-yl)-3'-isopropyl-3'H-spiro[dihydroindole-3,4'-pyrrolo[3,4-d]imidazole]-2,6'(5'H)-dione